NC=1C2=C(N=CN1)N(C=C2C=2NC1=CC(=CC=C1C2Cl)C(=O)NC)C(C)C 2-(4-amino-7-isopropyl-7H-pyrrolo[2,3-d]pyrimidin-5-yl)-3-chloro-N-methyl-1H-indole-6-carboxamide